(3S)-3-(4-bromophenyl)-3-{[(tert-butoxy)carbonyl]amino}propanoic acid BrC1=CC=C(C=C1)[C@H](CC(=O)O)NC(=O)OC(C)(C)C